CN1CC2(CCN2C=2SC3=C(N=NC(=C3)C3=C(C=C(C=C3)C=3C=NNC3)O)N2)CCC1 2-[6-(6-Methyl-1,6-diazaspiro[3.5]nonan-1-yl)[1,3]thiazolo[4,5-c]pyridazin-3-yl]-5-(1H-pyrazol-4-yl)phenol